oxospiro[cyclobutane-1,3'-indoline] O=C1NC2=CC=CC=C2C12CCC2